3-((5-Bromo-2-hydroxyphenyl)sulfonamido)-2-hydroxy-5-(pentafluoro-λ6-sulfaneyl)benzoic acid BrC=1C=CC(=C(C1)S(=O)(=O)NC=1C(=C(C(=O)O)C=C(C1)S(F)(F)(F)(F)F)O)O